FC=1C=C(C=C(C1OC1=C2C(=NC=C1)NC=C2C(F)(F)F)F)NC=2O[C@@H](CN2)C(CO)(C)C |r| (+/-)-2-{2-[(3,5-difluoro-4-{[3-(trifluoromethyl)-1H-pyrrolo[2,3-b]pyridin-4-yl]oxy}phenyl)amino]-4,5-dihydro-1,3-oxazol-5-yl}-2-methylpropan-1-ol